7-((4-(2-fluoro-6-(methylcarbamoyl)pyridin-3-yl)piperazin-1-yl)methyl)-6-fluorofuro[3,2-c]quinolin-4(5H)-one FC1=NC(=CC=C1N1CCN(CC1)CC=1C=CC=2C3=C(C(NC2C1F)=O)C=CO3)C(NC)=O